Cl.C([O-])(O)=O.[Na+] sodium bicarbonate, hydrochloride